N-β-Hydroxyethylmorpholin OCCN1CCOCC1